4-(N-benzylsulfamoyl)naphthalon C(C1=CC=CC=C1)NS(=O)(=O)C1=CCC(C2=CC=CC=C12)=O